COC1=CC=C(C=N1)CN1[C@H](CNCC1)C(F)(F)F (R)-1-((6-methoxypyridin-3-yl)methyl)-2-(trifluoromethyl)piperazine